NC1=NC(N(C=C1)[C@@H]1O[C@@H](C[C@@H]1F)CO)=O 4-amino-1-[(2R,3S,5S)-3-fluoro-5-(hydroxymethyl)oxolan-2-yl]pyrimidin-2-one